4-(4,6-dichloro-5-(2-chloroethyl)pyrimidin-2-yl)morpholine ClC1=NC(=NC(=C1CCCl)Cl)N1CCOCC1